6-(oxetan-3-yl)-2,6-diazaspiro[3.3]Heptane O1CC(C1)N1CC2(CNC2)C1